2-(3-((S)-but-3-en-2-ylamino)-5-((1r,3S)-3-methoxy-1-(4-methyl-4H-1,2,4-triazol-3-yl)cyclobutyl)phenyl)-6-(((1-methylcyclobutyl)amino)methyl)-4-(trifluoromethyl)isoindolin-1-one C[C@@H](C=C)NC=1C=C(C=C(C1)C1(CC(C1)OC)C1=NN=CN1C)N1C(C2=CC(=CC(=C2C1)C(F)(F)F)CNC1(CCC1)C)=O